FC(COCC(F)(F)F)(F)F 2,2,2-trifluoroethyl ether